N[C@H]1CN(C[C@H](C1)C)C(=O)OC(C)(C)C tert-butyl (3R,5S)-3-amino-5-methylpiperidine-1-carboxylate